N-(3-(3-(6-bromo-7-((3-sulfamoylphenyl)amino)-1H-imidazo[4,5-b]pyridine-2-yl)-2,5-dimethyl-1H-pyrrol-1-yl)-4-methylphenyl)-2-(dimethylamino)acetamide BrC=1C(=C2C(=NC1)N=C(N2)C2=C(N(C(=C2)C)C=2C=C(C=CC2C)NC(CN(C)C)=O)C)NC2=CC(=CC=C2)S(N)(=O)=O